tert-butyl 6-(3-(cinnolin-6-yl)-5-methyl-1H-pyrazol-1-yl)-2-azaspiro[3.3]Heptane-2-carboxylate N1=NC=CC2=CC(=CC=C12)C1=NN(C(=C1)C)C1CC2(CN(C2)C(=O)OC(C)(C)C)C1